di(dodecyl)naphthalene C(CCCCCCCCCCC)C1=C(C2=CC=CC=C2C=C1)CCCCCCCCCCCC